C(=O)C1CCC(CC1)N1N=C2C=C(C=CC2=C1)OC 2-(4-formylcyclohexyl)-6-methoxy-indazol